N1(CCCCC1)CC1=CC=C(N\C(\C2=CC=CC=C2)=C\2/C(NC3=CC(=CC=C23)C(=O)OCC)=O)C=C1 3-Z-[1-(4-(piperidin-1-yl-methyl)-anilino)-1-phenyl-methylene]-6-ethoxycarbonyl-2-indolinone